OC=1C=C(C(=O)O[C@@H](C=O)[C@@H](OC(C2=CC(=C(C(=C2)OC(C2=CC(=C(C(=C2)O)O)O)=O)O)O)=O)[C@H](OC(C2=CC(=C(C(=C2)OC(C2=CC(=C(C(=C2)O)O)O)=O)O)O)=O)[C@H](OC(C2=CC(=C(C(=C2)OC(C2=CC(=C(C(=C2)O)O)O)=O)O)O)=O)COC(C2=CC(=C(C(=C2)OC(C2=CC(=C(C(=C2)O)O)O)=O)O)O)=O)C=C(C1O)OC(C1=CC(=C(C(=C1)O)O)O)=O D-glucose penta(3,4-dihydroxy-5-((3,4,5-trihydroxybenzoyl) oxy) benzoate)